2-(2-hydroxypropan-2-yl)pyridin OC(C)(C)C1=NC=CC=C1